N-(p-tolyl)-3-methyl-1-(thiazol-2-yl)-1H-pyrazole-4-carboxamide C1(=CC=C(C=C1)NC(=O)C=1C(=NN(C1)C=1SC=CN1)C)C